[Cl-].C(CCCCCCCCCCCCC)[N+](CC1=CC=CC=C1)(C)C Tetradecyl-dimethyl-benzyl-ammonium chloride